Cl.N1CCC(CC1)NC(=O)C1=NNC=C1 N-(4-piperidinyl)-1H-pyrazole-3-carboxamide hydrochloride